C1(=CC=CC=C1)[C@H](C)OC(C)(C)C=1N=C(SC1)NC(=O)C=1N(C=CC1)CCCC1=CC=NC=C1 (S)-N-(4-(2-(1-phenylethoxy)propan-2-yl)thiazol-2-yl)-1-(3-(pyridin-4-yl)propyl)-1H-pyrrole-2-carboxamide